BrC1=CNC2=C1C=NC(=C2)NC(C)=O N-(3-bromo-1H-pyrrolo[3,2-c]pyridin-6-yl)acetamide